Thiazolo[4,5-c]pyridin-2-ylmethylamine hydrochloride Cl.S1C(=NC=2C=NC=CC21)CN